COC1=CC=C(CN(C2=NC(=CC(=C2)C)[Sn](CCCC)(CCCC)CCCC)CC2=CC=C(C=C2)OC)C=C1 N,N-bis(4-methoxybenzyl)-4-methyl-6-(tributylstannyl)pyridin-2-amine